4-((Boc)amino)-2-(methoxycarbonyl)butanoic acid C(=O)(OC(C)(C)C)NCCC(C(=O)O)C(=O)OC